BrC1=CC=CC(=N1)N1C=NC=2C1=NC=C(C2)CC(C)O (3-(6-bromopyridin-2-yl)-3H-imidazo[4,5-b]pyridin-6-yl)propan-2-ol